6-((1S,4S)-2-oxa-5-azabicyclo[2.2.1]heptan-5-yl)-N-((R)-1-(2-methyl-3-(trifluoromethyl)phenyl)ethyl)quinolin-4-amine [C@@H]12OC[C@@H](N(C1)C=1C=C3C(=CC=NC3=CC1)N[C@H](C)C1=C(C(=CC=C1)C(F)(F)F)C)C2